4-(2-(5-ethyl-4-methylthiazol-2-yl)hydrazineylidene)-5-phenyl-2-(4-phenylthiazol-2-yl)-2,4-dihydro-3H-pyrazol-3-one C(C)C1=C(N=C(S1)NN=C1C(N(N=C1C1=CC=CC=C1)C=1SC=C(N1)C1=CC=CC=C1)=O)C